Benzyl-4-methylbenzene-1,2-diamine C(C1=CC=CC=C1)C1=C(C(=CC=C1C)N)N